FC1=C(C=CC(=C1)[N+](=O)[O-])N1C2CSCC1CC2 8-(2-fluoro-4-nitrophenyl)-3-thia-8-aza-bicyclo[3.2.1]octane